N-((1r,4r)-4-(3-chloro-4-cyanophenoxy)cyclohexyl)-6-(4-((4-(4-(2,4-dioxo-1,2,3,4-tetrahydropyrimidin-5-yl)phenyl)piperazin-1-yl)methyl)piperidin-1-yl)pyridazine-3-carboxamide ClC=1C=C(OC2CCC(CC2)NC(=O)C=2N=NC(=CC2)N2CCC(CC2)CN2CCN(CC2)C2=CC=C(C=C2)C=2C(NC(NC2)=O)=O)C=CC1C#N